Nonanediic acid C(CCCCCCCC(=O)O)(=O)O